2-(3-bromophenoxy)-9-(4-tert-butyl-pyridin-2-yl)-9H-carbazole-5,6,7,8-d4 BrC=1C=C(OC2=CC=3N(C4=C(C(=C(C(=C4C3C=C2)[2H])[2H])[2H])[2H])C2=NC=CC(=C2)C(C)(C)C)C=CC1